OC(C)(C)C1=NN2C(C(N(CC2)C2=C(C=C(C=C2)C2=NC3=CC=C(C=C3C=N2)C(F)(F)F)C)=O)=C1C 2-(2-hydroxypropan-2-yl)-3-methyl-5-(2-methyl-4-(6-(trifluoromethyl)-quinazolin-2-yl)phenyl)-6,7-dihydropyrazolo[1,5-a]pyrazin-4(5H)-one